N-(4-((2-(1,1-difluoroethyl)-6-methylpyrimidin-4-yl)amino)-5-(2-fluoro-2-methylpropyloxy)pyridin-2-yl)acetamide FC(C)(F)C1=NC(=CC(=N1)NC1=CC(=NC=C1OCC(C)(C)F)NC(C)=O)C